N[C@H](C)C=1C=C(C=C2C(N(C(=NC12)C1CCOCC1)C)=O)Br (R)-8-(1-aminoethyl)-6-bromo-3-methyl-2-(tetrahydro-2H-pyran-4-yl)quinazolin-4(3H)-one